C1(CC1)C1=C(C(=CC=C1)F)N1N=C2C(=CC1=O)N(N=C2C2=CC=C(C=C2)N2CCN(CC2)C)COCC[Si](C)(C)C 5-(2-cyclopropyl-6-fluorophenyl)-3-(4-(4-methylpiperazin-1-yl)phenyl)-1-(2-(trimethylsilyl)ethoxymethyl)-1H-pyrazolo[4,3-c]pyridazin-6(5H)-one